Yttrium-Aluminium-Gallium [Ga].[Al].[Y]